C12CCCC(CCC1)B2CCCCCP(C(C)(C)C)C(C)(C)C (5-(9-Borabicyclo[3.3.1]non-9-yl)pentyl)di-tert-butylphosphane